C(C)(C)(C)OC(=O)N[C@H](C)C1=CC=C2C(=N1)N(C(=C2)C2=NN1C(C=CC(=C1)C#N)=C2CC)CCCCCCCC(=O)OC(C)(C)C tert-butyl (R)-8-(6-(1-((tert-butoxycarbonyl)amino)ethyl)-2-(6-cyano-3-ethylpyrazolo[1,5-a]pyridin-2-yl)-1H-pyrrolo[2,3-b]pyridin-1-yl)octanoate